CCCCCCCCCCCCCCCCCCCCCCCCC(C(=O)N[C@@H](COP(=O)(O)O[C@@H]1[C@@H]([C@@H]([C@H]([C@@H]([C@H]1OC2[C@H]([C@H]([C@@H]([C@H](O2)CO)O)O)O)O)O)O)O)[C@@H](CCCCCCCCCCCCCCCCC)O)O The molecule is a mannosylated ceramide phosphoinositol compound having a hexacosanoyl group attached to the ceramide nitrogen, with hydroxylation at C-2 of the very-long-chain fatty acid. It derives from an Ins-1-P-Cer(d18:0/2-OH-26:0).